BrC1=C(OC2=C(C=C(C=C2C)F)C)C=CC(=C1)I 2-(2-bromo-4-iodophenoxy)-5-fluoro-1,3-dimethylbenzene